FC(C=1C=C(C(=C(C1)OCOC)I)C)F 5-(difluoromethyl)-2-iodo-1-(methoxymethoxy)-3-methylbenzene